C(C)(C)(C)OC(=O)N1C=CC2=C(C(=CC(=C12)C)C1CC1)O[C@H]1[C@@H](C[C@H](CC1)OC)C1=CC=C(C=C1)C(=O)OC.N1=CC(=CC2=CC=CC=C12)CC1C(NC(S1)=O)=O |r| 5-(quinolin-3-ylmethyl)thiazolidine-2,4-dione racemic-tert-butyl-5-cyclopropyl-4-(((1R*,2S*,4S*)-4-methoxy-2-(4-(methoxycarbonyl)phenyl)cyclohexyl)oxy)-7-methyl-1H-indole-1-carboxylate